3-isothiazolinone hydrochloride salt Cl.S1NC=CC1=O